ClC=1C=C(C=C(C1)Cl)C=1N=CC=C2C(=C(C=NC12)C(=O)NN1CCCC2=CC=CC=C12)N(C)C 8-(3,5-dichlorophenyl)-N-(3,4-dihydro-2H-quinolin-1-yl)-4-(dimethylamino)-1,7-naphthyridine-3-carboxamide